2-methoxy-6-methyl-6H-indole COC1=NC2=CC(C=CC2=C1)C